N1=CC(=CC=C1)CC(=O)NC1=CC=C(OC2CN(C2)C=2C=CC=C(C2C2=CC=CC=C2)C(=O)O)C=C1 6-(3-(4-(2-(pyridin-3-yl)acetamido)phenoxy)azetidin-1-yl)-[1,1'-biphenyl]-2-carboxylic acid